benzoimidazole-5-carboxylic acid (5-hydroxy-4,4-dimethyl-pentyl)-amide OCC(CCCNC(=O)C1=CC2=C(N=CN2)C=C1)(C)C